C(\C=C\C)(=O)OC1CCCCC1 (2E)-cyclohexyl 2-butenoate